(6-(2-hydroxy-2-methylpropoxy)-4-(6-(6-((6-methoxypyridin-3-yl)methyl)-3,6-diazabicyclo[3.1.1]heptan-3-yl)pyridin-3-yl)pyrazolo[1,5-a]pyridin-3-yl)dimethylphosphine OC(COC=1C=C(C=2N(C1)N=CC2P(C)C)C=2C=NC(=CC2)N2CC1N(C(C2)C1)CC=1C=NC(=CC1)OC)(C)C